3-(4-(trifluoromethyl)phenyl)-6,7-dihydropyrazolo[1,5-a]pyrimidine-4,6(5H)-dicarboxylic acid 4-(tert-butyl) ester 6-ethyl ester C(C)OC(=O)C1CN(C=2N(C1)N=CC2C2=CC=C(C=C2)C(F)(F)F)C(=O)OC(C)(C)C